N[C@@H](C(C)C)C(=O)N1C2C(CC1)(C(NC2)C(=O)O)CCCB(O)O (L-valyl)-3a-(3-boronopropyl)octahydropyrrolo[3,4-b]pyrrole-4-carboxylic acid